N-(5-(2-((1S,6S)-3-azabicyclo[4.2.0]octan-3-yl)acetamido)-2-methylpyridin-3-yl)-2-(1-methyl-1H-pyrazol-4-yl)-1H-pyrrolo[2,3-b]pyridine-5-carboxamide [C@H]12CN(CC[C@@H]2CC1)CC(=O)NC=1C=C(C(=NC1)C)NC(=O)C=1C=C2C(=NC1)NC(=C2)C=2C=NN(C2)C